2-Ethoxyethylmethacrylat C(C)OCCOC(C(=C)C)=O